FC1=C(C(=CC(=C1)F)C=1C=C2C(=NN1)NC[C@@H]1N2CCNC1)O (R)-2,4-difluoro-6-(6,6a,7,8,9,10-hexahydro-5H-pyrazino[1',2':4,5]pyrazino[2,3-c]pyridazin-2-yl)phenol